(S)-4-[6-(Fluoromethyl)-2-(5-fluoro-2-pyridyl)-6-methyl-5,7-dihydro-4H-pyrazolo[1,5-a]pyridin-3-yl]pyridin-2-amine FC[C@]1(CCC=2N(C1)N=C(C2C2=CC(=NC=C2)N)C2=NC=C(C=C2)F)C